3-(tert-butylsulfamoyl)-N,4-dimethoxy-N-methyl-benzamide C(C)(C)(C)NS(=O)(=O)C=1C=C(C(=O)N(C)OC)C=CC1OC